Cl.S(=O)(=O)=NC(C1=CC=C(C=C1)N1CCN(CC1)CC1=C(CC(CC1)(C)C)C12CC(C1)(C2)C(F)F)=O sulfonyl-4-[4-[[2-[3-(difluoromethyl)-1-bicyclo[1.1.1]pentanyl]-4,4-dimethyl-cyclohexen-1-yl]methyl]piperazin-1-yl]benzamide hydrochloride